C(=O)O.FC(C=1C(=C(C=CC1)[C@@H](C)NC1=NN=C(C=2C1=CN(C(C2)=O)CCN(C)C)C)F)F (R)-4-((1-(3-(difluoromethyl)-2-fluorophenyl)ethyl)amino)-6-(2-(dimethylamino)ethyl)-1-methylpyrido[3,4-d]pyridazin-7(6H)-one formate salt